ClC=1C=C(/C=C/C2=CC(=C(C=C2)O)CNCC=2C=NC=CC2)C=CC1Cl (E)-4-(3,4-dichlorostyryl)-2-(((pyridin-3-ylmethyl)amino)methyl)phenol